ClC1=CC(=C(COC2=NC=CC(=N2)C2CCN(CC2)CC2=NC3=C(N2C[C@H]2OCC2)C=C(C=C3)C(=O)O)C=C1)F 2-[(4-{2-[(4-chloro-2-fluorobenzyl)oxy]pyrimidin-4-yl}piperidin-1-yl)methyl]-1-[(2S)-oxetan-2-ylmethyl]-1H-benzimidazole-6-carboxylic acid